FC1=C(C=CC(=C1C=1C=CC=2N(C1)C=NC2C2=NC1=C(N2)CCCC1)F)NS(=O)(=O)C=1C(=NC=C(C1)F)C N-[2,4-difluoro-3-[1-(4,5,6,7-tetrahydro-1H-1,3-benzodiazol-2-yl)imidazo[1,5-a]pyridin-6-yl]phenyl]-5-fluoro-2-methylpyridine-3-sulfonamide